OC1C=2N(CCC1)N=C(C2)C(=O)NC2=C(C(=CC=C2)C2=C(C(=CC=C2)B2OC(C(O2)(C)C)(C)C)C)C 4-hydroxy-N-[2-methyl-3-[2-methyl-3-(4,4,5,5-tetramethyl-1,3,2-dioxaborolan-2-yl)phenyl]phenyl]-4,5,6,7-tetrahydropyrazolo[1,5-a]pyridine-2-carboxamide